1-(2-(difluoromethyl)-3-(phenylsulfonyl)phenyl)piperazine FC(C1=C(C=CC=C1S(=O)(=O)C1=CC=CC=C1)N1CCNCC1)F